6-(bromomethyl)-8-[4-(trifluoromethoxy)phenyl]quinoline-5-carbonitrile BrCC1=C(C=2C=CC=NC2C(=C1)C1=CC=C(C=C1)OC(F)(F)F)C#N